ClC=1C=CC(=C(C1)C1=CC(N(C=C1OC)C(C(=O)NC1=CC2=CN(N=C2C=C1)C)CCOC)=O)C=1OC(=NN1)C(F)(F)F 2-[4-{5-chloro-2-[5-(trifluoromethyl)-1,3,4-oxadiazol-2-yl]phenyl}-5-methoxy-2-oxopyridin-1(2H)-yl]-4-methoxy-N-(2-methyl-2H-indazol-5-yl)butanamide